O[C@@H]1[C@H](N(CC1)C(=O)OC(C)(C)C)CO Tert-butyl (2R,3S)-3-hydroxy-2-(hydroxymethyl)pyrrolidine-1-carboxylate